C(=O)(O)P(=O)(O)O The molecule is phosphoric acid in which one of the hydroxy groups is replaced by a carboxylic acid group. It is used as the trisodium salt as an antiviral agent in the treatment of cytomegalovirus retinitis (CMV retinitis, an inflamation of the retina that can lead to blindness) and as an alternative to ganciclovir for AIDS patients who require concurrent antiretroviral therapy but are unable to tolerate ganciclovir due to haematological toxicity. It has a role as an antiviral drug, a sodium-dependent Pi-transporter inhibitor and a HIV-1 reverse transcriptase inhibitor. It is a one-carbon compound, a member of phosphonic acids and a carboxylic acid. It derives from a phosphonic acid and a formic acid. It is a conjugate acid of a phosphonatoformate and a phosphonoformate(2-).